C=NO Methanealdoxime